triglycerol tripalmitate C(CCCCCCCCCCCCCCC)(=O)O.C(CCCCCCCCCCCCCCC)(=O)O.C(CCCCCCCCCCCCCCC)(=O)O.OCC(O)CO.OCC(O)CO.OCC(O)CO